C(#N)C(CC1=C(C2=C(C=C(S2)C=2C=CC3=C(N(C(O3)=O)C)C2)C=C1)F)NC(=O)[C@H]1OCCCN(C1)C(=O)OC(C)(C)C tert-butyl (2S)-2-({1-cyano-2-[7-fluoro-2-(3-methyl-2-oxo-1,3-benzoxazol-5-yl)-1-benzothiophen-6-yl]ethyl}carbamoyl)-1,4-oxazepane-4-carboxylate